ethyl 1-[1-[4-[5-(trifluoromethyl)-1,2,4-oxadiazol-3-yl] phenyl] ethyl]-1H-pyrazole-4-carboxylate FC(C1=NC(=NO1)C1=CC=C(C=C1)C(C)N1N=CC(=C1)C(=O)OCC)(F)F